(5R)-N-[(3S)-9-fluoro-2-oxo-5-phenyl-1,3-dihydro-1,4-benzodiazepine-3-yl]-5-methyl-2-(1H-pyrazol-4-yl)-6,7-dihydro-5H-pyrazolo[5,1-b][1,3]Oxazine-3-carboxamide FC1=CC=CC=2C(=N[C@@H](C(NC21)=O)NC(=O)C=2C(=NN1C2O[C@@H](CC1)C)C=1C=NNC1)C1=CC=CC=C1